C1(=CC=C(C=C1)C(=O)OC([C@H]([C@@H](C(=O)O)O)O)=O)C O'-p-toluoyl-D-tartaric acid